Cl.Cl.NC1=C(C=C(C=C1)N)N 1,2,4-triaminobenzene dihydrochloride